ClC=1N=C(C2=C(N1)C=CN2C)NC2=NNC1=CC(=CC=C21)[C@@H]2C[C@@]21C=NC2=CC=C(C=C12)OC (1R,2S)-2-{3-[(2-chloro-5-methyl-5H-pyrrolo[3,2-d]pyrimidin-4-yl)amino]-1H-indazol-6-yl}-5'-methoxyspiro[cyclopropane-1,3'-indol]